NC1=C2C(=NC=N1)N(N=C2C2=CC=C(C=C2)NC(=O)C2=CN(C(=C(C2=O)C2=CC=C(C=C2)F)C#N)C(C)C)C2CCN(CC2)C(C(C)C)=O N-(4-(4-amino-1-(1-isobutyrylpiperidin-4-yl)-1H-pyrazolo[3,4-d]pyrimidin-3-yl)phenyl)-6-cyano-5-(4-fluorophenyl)-1-isopropyl-4-oxo-1,4-dihydropyridine-3-carboxamide